C1=C(C=C(C(=C1Cl)[O-])Cl)O The molecule is a phenolate anion that is 2,6-dichlorohydroquinone in which the hydroxy group that is ortho to both of the chlorines has been deprotonated. The major species at pH 7.3 It is a conjugate base of a 2,6-dichlorohydroquinone.